ClC=1C=C(C(=C2C1C1=C(O2)C(=C(C=C1N1C2=C(C(=C(C(=C2C=2C(=C(C(=C(C12)[2H])[2H])[2H])[2H])[2H])[2H])[2H])[2H])[2H])[2H])[2H])[2H] 9-(9-chlorodibenzo[b,d]furan-1-yl-3,4,6,7-d4)-9H-carbazole-1,2,3,4,5,6,7,8-d8